2-(2,3-dichlorophenyl)-3-methyl-5,6,7,8-tetrahydro-9H-pyrazino[2,3-e][1,4]diazepin-9-one ClC1=C(C=CC=C1Cl)C1=NC2=C(NCCNC2=O)N=C1C